C(CC)(=O)NC(=O)C1NCCC2=CC(=CC=C12)NC1=NC=C(C(=N1)C=1C=NN(C1)C(C)C)C propionamidoformyl-N-(4-(1-isopropyl-1H-pyrazol-4-yl)5-methylpyrimidin-2-yl)-1,2,3,4-tetrahydroisoquinolin-6-amine